N-(3,3-dichlorocyclobutyl)-3-(1H-imidazol-1-yl)benzamide ClC1(CC(C1)NC(C1=CC(=CC=C1)N1C=NC=C1)=O)Cl